C(C)(C)(C)OC(=O)N1CCC=CC1 3,6-dihydro-2H-pyridine-1-carboxylic acid tert-butyl ester